4-amino-6-chloro-3-(2-chloro-5-fluorophenyl)-2,3-dihydro-1H-benzo[e]isoindol-1-one NC1=CC2=C(C=3C(NC(C13)C1=C(C=CC(=C1)F)Cl)=O)C=CC=C2Cl